C(C)N(C(=N)NC(=N)N)CC 1,1-diethylbiguanide